C(\C=C\C=C\C)(=O)ON1C(CCC1=O)=O succinimidyl sorbate